1-(2-butyl-4-(4-methoxyphenyl)oxazol-5-yl)piperidine-4-carboxylic acid C(CCC)C=1OC(=C(N1)C1=CC=C(C=C1)OC)N1CCC(CC1)C(=O)O